7-hydroxy-3-(3-nitrobenzyl)-3,4-dihydro-2H-benzo[e][1,3]oxazin-2-one OC1=CC2=C(CN(C(O2)=O)CC2=CC(=CC=C2)[N+](=O)[O-])C=C1